6-bromo-5-fluoro-1-oxo-1,2,3,4-tetrahydroisoquinoline-4-carbaldehyde BrC=1C(=C2C(CNC(C2=CC1)=O)C=O)F